BrC1=C(C(=C(C(=C1CC=C(C(=O)[O-])C)Br)Br)Br)Br pentabromobenzylmethacrylat